ClC=1C=C(C=CC1F)N1C=C(C2=C1N=CN=C2N2CCNCC2)C2=NC=CC=C2 7-(3-chloro-4-fluorophenyl)-4-(piperazin-1-yl)-5-(pyridin-2-yl)-7H-pyrrolo[2,3-d]pyrimidine